NC1=CC=C(C=N1)CN(C(OC(C)(C)C)=O)CC1CCC1 Tert-butyl ((6-aminopyridin-3-yl)methyl)(cyclobutylmethyl)carbamate